4-(4-((1R,5S)-3,8-diazabicyclo[3.2.1]oct-3-yl)-5-ethynyl-8-fluoro-2-(((S)-1-methylpyrrolidin-2-yl)methoxy)pyrido[4,3-d]pyrimidin-7-yl)-5-ethynyl-6-fluoronaphthalen-2-ol [C@H]12CN(C[C@H](CC1)N2)C=2C1=C(N=C(N2)OC[C@H]2N(CCC2)C)C(=C(N=C1C#C)C1=CC(=CC2=CC=C(C(=C12)C#C)F)O)F